5-(6-(((S)-1-cyclopropylethyl)amino)-4-(difluoromethyl)pyridin-3-yl)-4-((S)-4,4-difluoro-2-methylpyrrolidine-1-carbonyl)-N-((S)-3-hydroxy-3-methylbut-2-yl)thiazole-2-carboxamide C1(CC1)[C@H](C)NC1=CC(=C(C=N1)C1=C(N=C(S1)C(=O)N[C@@H](C)C(C)(C)O)C(=O)N1[C@H](CC(C1)(F)F)C)C(F)F